3,6-Dimethyl-pyrazine CC=1C=NC(=CN1)C